2-(dimethylamino)-1-(3-(3-isopropyl-2-(8-methoxy-[1,2,4]triazolo[1,5-a]pyridin-6-yl)-1H-indol-5-yl)piperidin-1-yl)ethan-1-one rhodium [Rh].CN(CC(=O)N1CC(CCC1)C=1C=C2C(=C(NC2=CC1)C=1C=C(C=2N(C1)N=CN2)OC)C(C)C)C